C1=CC=CC2=C1N=C1C2=C2C(=C3N=C4C=CC=CC4=C13)C=1C=CC=CC1N2 5H-diindolo[3,2-a:3',2'-c]carbazole